bis[2,2'-bipyridine] hexafluorophosphate F[P-](F)(F)(F)(F)F.N1=C(C=CC=C1)C1=NC=CC=C1.N1=C(C=CC=C1)C1=NC=CC=C1